C1(CC1)C1=CC(=NC=2N1N=C(C2)C2=C(C=C(C=C2)N2CC(CC2)C#N)F)C(=O)N2[C@@H](C1=CC=CC=C1CC2)C 1-(4-{7-cyclopropyl-5-[(1R)-1-methyl-1,2,3,4-tetrahydroisoquinoline-2-carbonyl]-pyrazolo[1,5-a]pyrimidin-2-yl}-3-fluorophenyl)pyrrolidine-3-carbonitrile